N-[(E)-[5-(trifluoromethyl)-2-pyridyl]methyleneamino]methanamine FC(C=1C=CC(=NC1)\C=N\NC)(F)F